ClC1=C(C(=O)P(C2=CC=C(C=C2)OCC)(C(C2=C(C=CC=C2Cl)Cl)=O)=O)C(=CC=C1)Cl bis(2,6-dichlorobenzoyl)-4-ethoxyphenylphosphine oxide